The molecule is a beta-D-glucoside with 2-(3,4-dihydroxyphenyl)ethoxy residue at the anomeric position and a [(3,4-dihydroxyphenyl)acetyl]oxy residue at position 3. Isolated from Ternstroemia japonica, it exhibits antioxidant activity. It has a role as a metabolite and an antioxidant. It is a beta-D-glucoside, a carboxylic ester, a member of catechols, a monosaccharide derivative and a phenylethanoid. C1=CC(=C(C=C1CCO[C@H]2[C@@H]([C@H]([C@@H]([C@H](O2)CO)O)OC(=O)CC3=CC(=C(C=C3)O)O)O)O)O